NC1=CC=C(C=C1)N1CCC(CC1)CN1C[C@@H]2[C@H](C1)CC(C2)NC(OCC2=CC=CC=C2)=O benzyl ((3aR,5s,6aS)-2-((1-(4-aminophenyl)piperidin-4-yl)methyl) octahydrocyclopenta[c]pyrrol-5-yl)carbamate